F[C@H]1[C@H](C1)C(=O)NC1=NC=C2C=C(C(N(C2=C1)C)=O)C=1C=NC(=CC1C)[C@H](CCC)O (1R,2R)-2-fluoro-N-(3-(6-((S)-1-hydroxybutyl)-4-methylpyridin-3-yl)-1-methyl-2-oxo-1,2-dihydro-1,6-naphthyridin-7-yl)cyclopropane-1-carboxamide